4-(5-amino-6-(2-aminopyridin-4-yl)-2H-indazol-2-yl)-2-methylbutan-2-ol NC1=CC2=CN(N=C2C=C1C1=CC(=NC=C1)N)CCC(C)(O)C